NC1=NC(=NCC1)C 4-amino-5,6-dihydro-2-methylpyrimidine